BrC1=CC=C(C2=NN(N=C21)CCCCCCCl)Br 4,7-dibromo-2-(6-chlorohexyl)-2H-benzotriazole